C(#N)C=1C=C(C=CC1C#N)C(C(=O)NC1=NN(C(=C1)C(F)(F)F)C)C1CC(CC1)(F)F 2-(3,4-Dicyanophenyl)-2-(3,3-difluorocyclopentyl)-N-(1-methyl-5-(trifluoromethyl)-1H-pyrazol-3-yl)acetamide